N-((S)-(4,4-difluorocyclohexyl)(4-fluoro-5-(((S)-2-oxo-4-(trifluoromethyl)imidazolidin-1-yl)methyl)benzo[d]oxazol-2-yl)methyl)-1-ethyl-1H-pyrazole-5-carboxamide FC1(CCC(CC1)[C@H](NC(=O)C1=CC=NN1CC)C=1OC2=C(N1)C(=C(C=C2)CN2C(N[C@@H](C2)C(F)(F)F)=O)F)F